[N+](=O)([O-])C=1C(=C2C=NNC2=CC1)N1CC2(CC2)[C@H](C1)NC(=O)OC(C)(C)C 2-methylpropan-2-yl {[(7R)-5-(5-nitro-1H-indazol-4-yl)-5-azaspiro[2.4]heptan-7-yl]amino}methanoate